(R)-3-(6-(2-(Cyclobutylmethyl)-4-(methylsulfonyl)piperazin-1-yl)-1-methyl-1H-pyrazolo[3,4-d]pyrimidin-3-yl)-2,6-difluoro-5-(trifluoromethyl)phenol C1(CCC1)C[C@H]1N(CCN(C1)S(=O)(=O)C)C1=NC=C2C(=N1)N(N=C2C=2C(=C(C(=C(C2)C(F)(F)F)F)O)F)C